(S)-5-{4-[(S)-3-(3,5-dimethylpyridin-2-ylamino)pyrrolidine-1-carbonyl]phenyl}-5-fluoromethylimidazolidine-2,4-dione CC=1C(=NC=C(C1)C)N[C@@H]1CN(CC1)C(=O)C1=CC=C(C=C1)[C@]1(C(NC(N1)=O)=O)CF